FC(C1=CC=C(NC2=CC=CC(=N2)S(=O)(=O)NC(=O)C=2C(=NC=CC2)N2C(CC(C2)C)(C)C)C=C1)(F)F N-[[6-[4-(Trifluoromethyl)anilino]-2-pyridyl]sulfonyl]-2-(2,2,4-trimethylpyrrolidin-1-yl)pyridin-3-carboxamid